β,β,5-trifluoro-2-pyridinepropanoic acid FC(CC(=O)O)(C1=NC=C(C=C1)F)F